FC1=CC=C(OC2=CC=C(C=C2)C2=NC=C3N2C(=NC=C3)N(CC3=CC=C(C=C3)OC)CC3=CC=C(C=C3)OC)C=C1 3-(4-(4-fluorophenoxy)phenyl)-N,N-bis(4-methoxybenzyl)imidazo[1,5-c]pyrimidin-5-amine